1-Methyl-2-(6-trifluoromethoxy-benzothiazol-2-ylamino)-1H-benzoimidazole-5-carboxylic acid (2-hydroxy-propyl)-amide OC(CNC(=O)C1=CC2=C(N(C(=N2)NC=2SC3=C(N2)C=CC(=C3)OC(F)(F)F)C)C=C1)C